6-[4-(trifluoromethyl)phenyl]-2-azaspiro[3.4]oct-6-ene trifluoroacetate FC(C(=O)O)(F)F.FC(C1=CC=C(C=C1)C=1CC2(CNC2)CC1)(F)F